BrC=1C=C(CC2(CCC(CC2)NS(=O)(=O)C)C(=O)N)C=CC1 (1r,4r)-1-(3-bromobenzyl)-4-(methylsulfonamido)cyclohexane-1-carboxamide